3-bromo-6-iodopyrrolo[1,2-a]pyrimidine BrC=1C=NC=2N(C1)C(=CC2)I